2-(3-fluorophenyl)-1-methyl-N-[4-(4-methylpiperazin-1-yl)phenyl]pyrrolo[3,2-c]pyridin-6-amine FC=1C=C(C=CC1)C1=CC=2C=NC(=CC2N1C)NC1=CC=C(C=C1)N1CCN(CC1)C